butyltriethyl-ammonium chloride [Cl-].C(CCC)[N+](CC)(CC)CC